(R)-2-((1-(2-(7,7-difluoro-5-azaspiro[2.4]heptan-5-yl)-3,7-dimethyl-4-oxo-4H-pyrido[1,2-a]pyrimidin-9-yl)ethyl)amino)benzoic acid FC1(CN(CC12CC2)C=2N=C1N(C(C2C)=O)C=C(C=C1[C@@H](C)NC1=C(C(=O)O)C=CC=C1)C)F